FC1(CN(CCC1)CC(CC(C)C)(N)C)F 1-(3,3-difluoro-1-piperidinyl)-2,4-dimethyl-pentan-2-amine